methyl (1S,2R)-2-((2-((cyclopentyloxy)methyl)-3'-ethoxy-2'-fluoro-[1,1'-biphenyl]-4-yl)carbamoyl)cyclohexane-1-carboxylate C1(CCCC1)OCC1=C(C=CC(=C1)NC(=O)[C@H]1[C@H](CCCC1)C(=O)OC)C1=C(C(=CC=C1)OCC)F